5-[3-[(1R)-2-methoxy-1-methyl-ethyl]-2-tetrahydropyran-4-yl-benzimidazol-5-yl]-1,3-dimethyl-pyridin-2-one COC[C@@H](C)N1C(=NC2=C1C=C(C=C2)C=2C=C(C(N(C2)C)=O)C)C2CCOCC2